7-methoxy-6-(3-morpholin-4-ylpropoxy)quinazoline COC1=C(C=C2C=NC=NC2=C1)OCCCN1CCOCC1